2-[(4-tert-butylphenyl)formamido]acetate C(C)(C)(C)C1=CC=C(C=C1)C(=O)NCC(=O)[O-]